ClC=1C=NN(C(C1)=O)CC(=O)NC1=CC(=C(C=C1)C)S(NCCC1=NC=CC=C1)(=O)=O 2-(4-chloro-6-oxopyridazin-1(6H)-yl)-N-(4-methyl-3-(N-(2-(pyridin-2-yl)ethyl)sulfamoyl)phenyl)acetamide